C(C)(C)(C)C1(CCCCC1)C(C)(C)C di-tert-butyl-cyclohexane